5-isopropyl-8-((2R,3S)-2-methyl-3-((methanesulfonyl)methyl)azetidin-1-yl)-N-(2-(1-methyl-5-nitro-1H-pyrrol-3-yl)pyrimidin-4-yl)isoquinolin-3-amine C(C)(C)C1=C2C=C(N=CC2=C(C=C1)N1[C@@H]([C@H](C1)CS(=O)(=O)C)C)NC1=NC(=NC=C1)C1=CN(C(=C1)[N+](=O)[O-])C